N-(3-(3'-chloro-6-methoxy-5-((((5-oxopyrrolidin-2-yl)methyl)amino)methyl)-[2,4'-bipyridin]-2'-yl)-2-methylphenyl)-5-(((3-hydroxypropyl)amino)methyl)picolinamide ClC=1C(=NC=CC1C1=NC(=C(C=C1)CNCC1NC(CC1)=O)OC)C=1C(=C(C=CC1)NC(C1=NC=C(C=C1)CNCCCO)=O)C